FC(OC1=NC(=CC=C1[N+](=O)[O-])OC)F 2-(difluoromethoxy)-6-methoxy-3-nitropyridine